[Na].CC(C)C=1SC(=CC1CC(=O)NS(N(C1CN(CCC1)C)C=1C=NN(C1)C)(=O)=O)C(C)C 2-[2,5-Bis(propan-2-yl)thiophen-3-yl]-N-[(1-methyl-1H-pyrazol-4-yl)(1-methylpiperidin-3-yl)sulfamoyl]acetamide sodium salt